4-(6-cyano-5-fluoropyridin-2-yl)-N-(2-hydroxyCyclohexyl)-3-methylbenzenesulfonamide C(#N)C1=C(C=CC(=N1)C1=C(C=C(C=C1)S(=O)(=O)NC1C(CCCC1)O)C)F